4-Acetyloxy-N,N-diallyltryptamine C(C)(=O)OC=1C=CC=C2NC=C(CCN(CC=C)CC=C)C12